C(N)(=O)C1=CC(=C(C=C1)C1=CC(=CC=C1)CN1[C@H](COCC1)C(=O)N[C@@H](C)C1=CC(=C(C(=O)O)C=C1)O)C 4-((S)-1-((R)-4-((4'-carbamoyl-2'-methyl-[1,1'-biphenyl]-3-yl)methyl)morpholine-3-carboxamido)ethyl)-2-hydroxybenzoic acid